tert-Butyl 4-(6-(2-(dicyano-methylene)hydrazinyl)benzo[d]oxazol-2-yl)piperazine-1-carboxylate C(#N)C(=NNC1=CC2=C(N=C(O2)N2CCN(CC2)C(=O)OC(C)(C)C)C=C1)C#N